20-eicosylene dicarbamate C(N)(OCCCCCCCCCCCCCCCCCCCCOC(N)=O)=O